Tert-butyl (S)-(1-(3-bromopyrazolo[1,5-a]pyrimidin-5-yl)pyrrolidin-3-yl)carbamate BrC=1C=NN2C1N=C(C=C2)N2C[C@H](CC2)NC(OC(C)(C)C)=O